3-Iodo-N-(phenylmethyl)benzamide IC=1C=C(C(=O)NCC2=CC=CC=C2)C=CC1